O=C1N(C(C2=CC=CC=C12)=O)C1=NN(C=C1C=1C2=C(N=CN1)N(C=C2)COCC[Si](C)(C)C)C2(CNC2)CC#N 2-(3-(3-(1,3-dioxoisoindolin-2-yl)-4-(7-((2-(trimethylsilyl)ethoxy)methyl)-7H-pyrrolo[2,3-d]pyrimidin-4-yl)-1H-pyrazol-1-yl)azetidin-3-yl)acetonitrile